5-((2R,5R)-4-((7-Ethyl-6-oxo-5H-1,5-naphthyridin-3-yl)methyl)-2,5-dimethylpiperazin-1-yl)-N-methylpyridine-2-carboxamide C(C)C=1C(NC=2C=C(C=NC2C1)CN1C[C@H](N(C[C@H]1C)C=1C=CC(=NC1)C(=O)NC)C)=O